2-(Methyl-(6-(1-methyl-1H-pyrazol-5-yl)-2,3-dihydrobenzofuran-3-yl)amino)-2-oxoacetic acid methyl ester COC(C(=O)N(C1COC2=C1C=CC(=C2)C2=CC=NN2C)C)=O